C(C)(C)(C)OC(=O)N1CCC2(CN(C3=C2C=NC=C3)Cl)CC1 chloro-1',2'-dihydrospiro[piperidine-4,3'-pyrrolo[3,2-C]pyridine]-1-carboxylic acid tert-butyl ester